C(C)(C)(C)OB(O)O tert-butyl-boric acid